ClC1=NC=NC(=C1[C@@H](CC(=O)OC)C)Cl methyl (R)-3-(4,6-Dichloropyrimidin-5-yl)butyrate